bis(β-hydroxyethyl) hexahydroterephthalate C(C1CCC(C(=O)OCCO)CC1)(=O)OCCO